C(C1=CC=CC=C1)OC1=C(C=CC(=C1)OC)C1CC(C1)OCC1=CC=CC=C1 2-(benzyloxy)-1-(3-(benzyloxy)cyclobutyl)-4-methoxybenzene